COC(=O)C=1N(C=CC1)CC1=C(C=NC=C1)C methyl-1-((3-methylpyridin-4-yl)methyl)-1H-pyrrole-2-carboxylate